C(C)(C)[C@@H]1N(CC2=C(NC1=O)C=CC=C2)C2=NC(=NS2)C (S)-3-isopropyl-4-(3-methyl-1,2,4-thiadiazol-5-yl)-1,3,4,5-tetrahydro-2H-benzo[e][1,4]diazepin-2-one